2-Methylpropan-1-one CC(C=O)C